beta-benzyl L-aspartate C1=CC=C(C=C1)COC(=O)C[C@@H](C(=O)O)N